3-(4-cyclopropoxy-6-methoxypyrimidin-5-yl)-1-{[2-(trimethylsilyl)ethoxy]methyl}pyrrolo[2,3-b]pyridin-6-amine C1(CC1)OC1=NC=NC(=C1C1=CN(C2=NC(=CC=C21)N)COCC[Si](C)(C)C)OC